2-[(2E)-2-(aminomethyl)-3-fluoroprop-2-en-1-yl]-4-[3-(1H-indazol-6-yl)phenyl]-2,4-dihydro-3H-1,2,4-triazol-3-one hydrochloride Cl.NC/C(/CN1N=CN(C1=O)C1=CC(=CC=C1)C1=CC=C2C=NNC2=C1)=C\F